C(CCCCC(C)C)/C(=C(/C(=O)O)\C)/C(=O)O.C(\C(\C)=C/C(=O)O)(=O)OCCCCCC(C)C monoisooctyl citraconate (monoisooctyl methylmaleate)